C1(CCCCC1)CN(CCCNS(=O)(=O)N1CCCCC1)CCCN1C(C2=CC=CC=C2C1=O)=O N-(3-((cyclohexylmethyl)(3-(1,3-di-oxo-isoindolin-2-yl)propyl)amino)propyl)piperidine-1-sulfonamide